2-azido-1,3-bis[(2,2-dimethyl-1,3-dioxan-5-yl)oxy]propane N(=[N+]=[N-])C(COC1COC(OC1)(C)C)COC1COC(OC1)(C)C